C1(=C(C=C(C=C1)C)C)C1=NC(=NC(=N1)C1=C(C=C(C=C1)C)C)C1=C(C=C(C=C1)OCCCCCCCC)O 2,4-Bis(2,4-xylyl)-6-(2-hydroxy-4-n-octyloxyphenyl)-1,3,5-triazine